3-(1-methylimidazol-4-yl)-4-[[4-(trifluoromethyl)phenyl]methylamino]benzoic acid CN1C=NC(=C1)C=1C=C(C(=O)O)C=CC1NCC1=CC=C(C=C1)C(F)(F)F